FC=1C=C2NC(C=3N(C2=C(C1C1=C2C=CNC2=C(C=C1)C#N)C(F)(F)F)C(=NN3)C)(C)C 4-[7-Fluoro-1,4,4-trimethyl-9-(trifluoromethyl)-5H-[1,2,4]triazolo[4,3-a]quinoxalin-8-yl]-1H-indole-7-carbonitrile